ClC=1C=C(C(=O)NC2=CC=C(C=C2)C2(CCC2)C(N[C@H]2COCC2)=O)C=CC1 3-chloro-N-[4-(1-{[(3R)-oxolan-3-yl]carbamoyl}cyclobutyl)phenyl]benzamide